aminobenzoic acid lead [Pb].NC1=C(C(=O)O)C=CC=C1